7-(2-(6-hydrazinylnicotinamido)ethoxy)quinoline-4-carboxamide N(N)C1=NC=C(C(=O)NCCOC2=CC=C3C(=CC=NC3=C2)C(=O)N)C=C1